CN1N=C(N=C1)C(O)([2H])[2H] (1-methyl-1H-1,2,4-triazol-3-yl)methanol-d2